[Pd](Cl)Cl.C(C)(C)(C)P(C1=CC=C(C=C1)N(C)C)C(C)(C)C di-tert-butyl-(4-dimethylaminophenyl)phosphorus palladium (II) dichloride